N-(3-(2-(cyclopropanesulfonylamino)thiazol-4-yl)pent-3-yl)-4-(pyridin-3-yl)benzamide C1(CC1)S(=O)(=O)NC=1SC=C(N1)C(CC)(CC)NC(C1=CC=C(C=C1)C=1C=NC=CC1)=O